2,6-dimethoxy-para-hydroxybenzaldehyde (2S,3R,4S,5S,6S)-2-(4-formyl-3,5-dimethoxyphenoxy)-6-(methoxycarbonyl)tetrahydro-2H-pyran-3,4,5-triyl-triacetate C(=O)C1=C(C=C(O[C@@H]2O[C@@H]([C@H]([C@@H]([C@H]2CC(=O)O)CC(=O)O)CC(=O)O)C(=O)OC)C=C1OC)OC.COC1=C(C=O)C(=CC(=C1)O)OC